2-(2-(dimethylamino)ethyl)-6-(1H-pyrazol-3-yl)-2H-indazole CN(CCN1N=C2C=C(C=CC2=C1)C1=NNC=C1)C